CN(CCOC)C N,N-dimethyl-N-(2-methoxyethyl)amine